CC1(CC=2N3CCN(C(C3=CC2C1)=O)C1=NC=CC(=C1C=O)C=1N=C(C(N(C1)C)=O)NC1=CC=2N(C=C1)C=CN2)C 2-{4,4-Dimethyl-9-oxo-1,10-diazatricyclo[6.4.0.02,6]dodeca-2(6),7-dien-10-yl}-4-(6-{imidazo[1,2-a]pyridin-7-ylamino}-4-methyl-5-oxopyrazin-2-yl)pyridine-3-carbaldehyde